2-(3-fluorophenyl)-N-(trans-2-hydroxycyclopentyl)-6-(4-methoxyphenyl)-3-oxo-2,3-dihydropyridazine-4-carboxamide FC=1C=C(C=CC1)N1N=C(C=C(C1=O)C(=O)N[C@H]1[C@@H](CCC1)O)C1=CC=C(C=C1)OC